(S)-4-(2-(1-(5-oxa-2-azaspiro[3.4]octan-7-yl)piperidin-4-yl)-4-fluorophenoxy)-2-methylbutan-2-ol C1NCC12OC[C@H](C2)N2CCC(CC2)C2=C(OCCC(C)(O)C)C=CC(=C2)F